Cl.FC(OC1=CC=C(C=C1)C1NCCOC1)(F)F 3-[4-(Trifluoromethoxy)phenyl]morpholine hydrochloride